1,3-dimethyl-1H-pyrimidine-2,4-dione CN1C(N(C(C=C1)=O)C)=O